C(C)(C)(C)OC(=O)N1[C@]2(CN(C[C@@H]1CC2)C(C2=CC=CC=C2)(C2=CC=CC=C2)C2=CC=CC=C2)CC.C[C@H](CC(C)C)C=2SC=CC2NC(=O)C=2C(=NN(C2)C)C(F)(F)F |&1:37| (RS)-N-[2-(1,3-dimethylbutyl)-3-thienyl]-1-methyl-3-(trifluoromethyl)pyrazole-4-carboxamide tert-butyl-(1R,5S)-1-ethyl-3-trityl-3,8-diazabicyclo[3.2.1]octane-8-carboxylate